4-sulfonyl-butyric acid S(=O)(=O)=CCCC(=O)O